tert-Butyl (4-methyl-4-(methylthio)cyclohexyl)carbamate CC1(CCC(CC1)NC(OC(C)(C)C)=O)SC